ClC=1C(=NC(=NC1)NC1CCN(CC1)C(C)=O)C1CN(CCC1)C(C1=CC=C(C=C1)F)=O 1-(4-((5-chloro-4-(1-(4-fluorobenzoyl)piperidin-3-yl)pyrimidin-2-yl)amino)piperidin-1-yl)ethan-1-one